C(#N)C=1C=C(C=CC1)C1=NN2C(N=C(C=C2)C(=N)N)=C1C1=CC(=NC(=C1)C)C 2-(3-Cyanophenyl)-3-(2,6-dimethyl-4-pyridyl)pyrazolo[1,5-a]pyrimidine-5-carboxamidine